FC1=C(CN2CCC(CC2)\C=C\2/CC3=C(S2(=O)=O)C=C(C(=C3)OC)OC)C=C(C=C1)F (E)-2-((1-(2,5-difluorobenzyl)piperidin-4-yl)methylene)-5,6-dimethoxy-2,3-dihydrobenzo[b]thiophene 1,1-dioxide